1-(5-nitro-2-pyridyl)-3-(trifluoromethyl)pyrazol [N+](=O)([O-])C=1C=CC(=NC1)N1N=C(C=C1)C(F)(F)F